BrC=1C=CC=C2C=CC=NC12 8-Bromoquinolin